methyl (S)-2-((2-(2,6-difluoro-4-(3-(2-hydroxypropan-2-yl)-1H-pyrazol-1-yl)phenyl)-7-methylimidazo[1,2-a]pyridin-3-yl)methyl)morpholine-4-carboxylate FC1=C(C(=CC(=C1)N1N=C(C=C1)C(C)(C)O)F)C=1N=C2N(C=CC(=C2)C)C1C[C@H]1CN(CCO1)C(=O)OC